rac-1-(3-Chlorophenyl)-1-[5-(1,3-dioxolan-2-yl)-3-thienyl]butane ClC=1C=C(C=CC1)[C@@H](CCC)C1=CSC(=C1)C1OCCO1 |r|